N[C@@H](C(C1CC1)C1CC1)C=1N=C2N(N=C(C=C2)C(COC)C2(C(NC[C@@H](C2)C(F)(F)F)=O)C(=O)OC)C1 methyl (5R)-3-(1-(2-((S)-1-amino-2,2-dicyclopropylethyl)imidazo[1,2-b]pyridazin-6-yl)-2-methoxyethyl)-2-oxo-5-(trifluoromethyl)piperidine-3-carboxylate